4-(2,4-dioxohexahydropyrimidin-1-yl)benzenesulfonyl chloride O=C1N(CCC(N1)=O)C1=CC=C(C=C1)S(=O)(=O)Cl